ClC1C(CN(S1)C)=O 5-chloro-2-methyl-4-isothiazolone